(2-methylpyridin-4-yl)-3-oxopropanamide CC1=NC=CC(=C1)C(C(=O)N)C=O